(3-(hydroxyimino)-1-phenylpropyl)(p-tolyl)phosphinic acid ON=CCC(C1=CC=CC=C1)P(O)(=O)C1=CC=C(C=C1)C